CC1=C(C=C(C=C1)C(=O)N1CCC(CC1)C1=CC=C(C=C1)OC=1SC(=NN1)C(F)(F)F)NS(=O)(=O)CC1=CC=CC=C1 N-(2-methyl-5-(4-(4-((5-(trifluoromethyl)-1,3,4-thiadiazol-2-yl)oxy)phenyl)piperidine-1-carbonyl)phenyl)-1-phenylmethanesulfonamide